(R)-2-(pyrazin-2-yl)butan-3-yn-2-ol N1=C(C=NC=C1)[C@@](C)(C#C)O